Tert-butyl 5-methoxy-2,3-dihydro-1H-pyrrolo[2,3-c]pyridine-1-carboxylate COC=1C=C2C(=CN1)N(CC2)C(=O)OC(C)(C)C